ammonium ethanol dichloropicolinate ClC1=C(C(=NC=C1)C(=O)OCC)Cl.[NH4+]